3-(1-cyclopentylpyrazol-4-yl)-6-(7,8-dimethyl-[1,2,4]triazolo[4,3-b]pyridazin-6-yl)-7,8-dihydro-5H-1,6-naphthyridine C1(CCCC1)N1N=CC(=C1)C=1C=NC=2CCN(CC2C1)C=1C(=C(C=2N(N1)C=NN2)C)C